4-chloro-2-(methylsulfanyl)-6-(1,4-oxazepan-4-yl)pyrimidine-5-carbonitrile ClC1=NC(=NC(=C1C#N)N1CCOCCC1)SC